BrC=1C=C2COC(C2=C(C1)O[C@H](C(F)(F)F)C)=O (S)-5-bromo-7-((1,1,1-trifluoropropan-2-yl)oxy)isobenzofuran-1(3H)-one